O=C1N(C(C=C1)=O)CCOCCNC(=O)C1(CCC1)C(=O)OC1=C(C(=C(C(=C1F)F)F)F)F (2,3,4,5,6-pentafluorophenyl) 1-[2-[2-(2,5-dioxopyrrol-1-yl)ethoxy]ethylcarbamoyl]cyclobutanecarboxylate